methyl 3-bromo-5-(phenyl (tetrahydro-2H-pyran-4-yl) methyl)-5H-pyrido[3,2-b]indole-7-carboxylate BrC1=CC=2N(C=3C=C(C=CC3C2N=C1)C(=O)OC)C(C1CCOCC1)C1=CC=CC=C1